N-(3-aminopropyl)-5-methoxy-N'-[4-(1-methyl-1H-indol-3-yl)-2-pyrimidinyl]-2-nitrobenzene-1,4-diamine NCCCNC1=C(C=C(C(=C1)OC)NC1=NC=CC(=N1)C1=CN(C2=CC=CC=C12)C)[N+](=O)[O-]